F[C@H]1CN(CC[C@H]1NC1=CC=CN2C(=C(C=C12)C1=NOC(=N1)CNC(=O)[C@@H]1OCCOC1)SC(F)(F)F)C (2R)-N-{[3-(8-{[(3S,4R)-3-fluoro-1-methylpiperidin-4-yl]amino}-3-[(trifluoromethyl)sulfanyl]indolizin-2-yl)-1,2,4-oxadiazol-5-yl]methyl}-1,4-dioxane-2-carboxamide